C(C)(C)(C)OC(=O)C1=C(N=CC2=CC=CC=C12)CCCCCOS(=O)(=O)C1=CC=C(C)C=C1 3-(5-(p-toluenesulfonyloxy)pentyl)isoquinoline-4-carboxylic acid tert-butyl ester